[Cl-].N1=C(C=CC=C1)C1=NC=CC=C1.[Eu+3].[Cl-].[Cl-] europium (bipyridine) chloride